N-(1-cyano-2-cyclopropyl-1-methylethyl)carbamic acid benzyl ester C(C1=CC=CC=C1)OC(NC(CC1CC1)(C)C#N)=O